N1(N=NC2=C1C=CC=C2)CC2=C(C(=CC(=C2)C)CN2N=NC1=C2C=CC=C1)O 2,6-bis[(1H-Benzotriazole-1-yl)Methyl]-4-methylphenol